ClC1=NC(=CC(=C1)C=1C(=NN2C1N=C(C=C2)OC2CCNCC2)C=2C=C(C#N)C=CC2)C 3-[3-(2-Chloro-6-methyl-4-pyridyl)-5-(4-piperidyloxy)pyrazolo[1,5-a]pyrimidin-2-yl]benzonitrile